4-(4-phenyl-1H-pyrrol-3-yl)-N-[piperidin-3-yl]-4-(4-phenyl-1H-pyrrol-3-yl)-5-(trifluoromethyl)pyrimidin-2-amine C1(=CC=CC=C1)C=1C(=CNC1)C1(NC(=NC=C1C(F)(F)F)NC1CNCCC1)C1=CNC=C1C1=CC=CC=C1